FC1=CC(=C(N)C=C1)OC 4-fluoro-2-methoxyaniline